3-[3-[[Ethyl(methyl)sulfamoyl]amino]-2,6-difluoro-benzoyl]-5-[4-[[4-(4-piperidyl)piperazin-1-yl]methyl]phenyl]-1H-pyrrolo[2,3-b]pyridine C(C)N(S(=O)(=O)NC=1C(=C(C(=O)C2=CNC3=NC=C(C=C32)C3=CC=C(C=C3)CN3CCN(CC3)C3CCNCC3)C(=CC1)F)F)C